6-(5-(3-chlorophenyl)-1,2,4-thiadiazol-3-yl)-2-((5-fluoro-pyridin-3-yl)methyl)pyridazin-3(2H)-one ClC=1C=C(C=CC1)C1=NC(=NS1)C=1C=CC(N(N1)CC=1C=NC=C(C1)F)=O